ClC1=C(C=CC=C1Cl)C=1C=C2C(=NC1)C=NN2 6-(2,3-dichlorophenyl)pyrazolo[4,3-b]pyridin